methyl (S)-2-((4-(6-hydroxypyridin-2-yl) cyclohexenyl) methyl)-3-(oxetan-2-ylmethyl)-3H-imidazo[4,5-b]pyridine-5-carboxylate OC1=CC=CC(=N1)C1CC=C(CC1)CC1=NC=2C(=NC(=CC2)C(=O)OC)N1C[C@H]1OCC1